BrC1=CC2=C(OCCN2C(=O)O)C=C1F.O1C2C(C(C3C4C(C5C(=C13)O5)O4)=O)O2 triepoxyhexahydrochromone 6-bromo-7-fluoro-2,3-dihydro-4H-benzo[b][1,4]oxazine-4-carboxylate